(S)-4-bromo-2-(difluoromethyl)-3-fluoro-N-(1,1,1-trifluorobutan-2-yl)benzenesulfonamide BrC1=C(C(=C(C=C1)S(=O)(=O)N[C@H](C(F)(F)F)CC)C(F)F)F